2,5-dioxapyrrolidin-1-yl cis-(E)-6-((((2,5-dioxapyrrolidin-1-yl) oxy) carbonyl) oxy)-1-methylcyclooct-4-ene-1-carboxylate N1(OCCO1)OC(=O)O[C@@H]1/C=C/CC[C@@](CC1)(C(=O)ON1OCCO1)C